C12(CC3CC(CC(C1)C3)C2)CCCNC(=O)NCC2=NN(C(=C2C)C2=CC=C(C=C2)Cl)C2=C(C=C(C=C2)Cl)Cl 1-(3-((3r,5r,7r)-adamantan-1-yl)propyl)-3-((5-(4-chlorophenyl)-1-(2,4-dichlorophenyl)-4-methyl-1H-pyrazol-3-yl)methyl)urea